2,6-Difluoro-3-(2-methyl-6-(7-oxa-4-azaspiro[2.5]octan-4-yl)-3H-imidazo[4,5-c]pyridin-3-yl)-5-(trifluoromethyl)phenol FC1=C(C(=C(C=C1N1C(=NC2=C1C=NC(=C2)N2C1(CC1)COCC2)C)C(F)(F)F)F)O